C(C=C)(=O)OCCCCCCOC1=CC=C(OC(=O)[C@@H]2CC[C@H](CC2)C(=O)O)C=C1 Trans-4-[4-(6-acryloyloxyhexyloxy)phenoxycarbonyl]cyclohexanecarboxylic acid